6-chloro-4-fluoro-5-methyl-1-tetrahydropyran-2-yl-indazole ClC1=C(C(=C2C=NN(C2=C1)C1OCCCC1)F)C